1,3-diisocyanato-methyl-cyclohexane tert-butyl-(2R)-2-(4-chloro-7-methyl-3H-imidazo[4,5-c]pyridin-2-yl)pyrrolidine-1-carboxylate C(C)(C)(C)OC(=O)N1[C@H](CCC1)C1=NC2=C(C(=NC=C2C)Cl)N1.N(=C=O)C1(CC(CCC1)N=C=O)C